tert-butyl (6-fluoro-5-(4,4,5,5-tetramethyl-1,3,2-dioxaborolan-2-yl)-1,2,3,4-tetrahydronaphthalen-1-yl)carbamate FC=1C(=C2CCCC(C2=CC1)NC(OC(C)(C)C)=O)B1OC(C(O1)(C)C)(C)C